(2S)-2-[[2-(3-chloro-4-methylsulfonyl-anilino)-5-[3-(trifluoromethyl)-1,2,4-oxadiazol-5-yl]pyrimidin-4-yl]amino]-2-phenyl-ethanol ClC=1C=C(NC2=NC=C(C(=N2)N[C@H](CO)C2=CC=CC=C2)C2=NC(=NO2)C(F)(F)F)C=CC1S(=O)(=O)C